FC1C2(CC2CC1)F difluorobicyclo[3.1.0]hexan